ClC1=C(C=CC=C1)C1=CC(=C(C=C1)C(=O)OC)NC(=O)OC1=CC=CC=C1 Methyl 2'-chloro-3-((phenoxycarbonyl) amino)-[1,1'-biphenyl]-4-carboxylate